[Cr].[Ti].[Mo] molybdenum-titanium-chromium